CC=1C(C=2C(=CNC2C(C1C)=O)C1=C(C=CC=C1)NC(C1=CC=C(C=C1)OCCN1CCCCC1)=O)=O N-(2-(5,6-dimethyl-4,7-dioxo-4,7-dihydro-1H-indol-3-yl)phenyl)-4-(2-(piperidin-1-yl)ethoxy)benzamide